C(C)(=O)NC=1C(=CC=C2C=C(C(=NC12)OC)C(=O)OCC)C1CCC1 ethyl 8-(acetylamino)-7-cyclobutyl-2-methoxyquinoline-3-carboxylate